C(#CCCCCCC)C(=O)OC methyl octynylcarboxylate